COC1=C(C(=CC2=C1C1=CC=C(C(C=C1[C@H](CC2)NC(C)=O)=O)N2C(OCC2)=O)OC)OC (S)-N-{1,2,3-trimethoxy-9-oxo-10-(2-oxooxazolidin-3-yl)-5,6,7,9-tetrahydrobenzo[a]heptalen-7-yl}acetamide